1'-((1s,4s)-4-isopropyl-cyclohexyl)-2-(2-((methyl-carbamoyl) oxy)ethyl)-3-oxo-2,3-dihydro-1H-spiro[isoquinoline-4,4'-piperidin]-7-yl sulfamate S(N)(OC1=CC=C2C(=C1)CN(C(C21CCN(CC1)C1CCC(CC1)C(C)C)=O)CCOC(NC)=O)(=O)=O